C(=C)P([O-])([O-])=O 5'-Z-vinylphosphonate